C1(CCCCC1)C(CN1N=C2C=CC=C(C2=C1)B1OC(C(O1)(C)C)(C)C)O 1-cyclohexyl-2-[4-(4,4,5,5-tetramethyl-1,3,2-dioxaborolan-2-yl)-2H-indazol-2-yl]ethan-1-ol